FC1=C(C=CC(=C1F)OC1=NC=CC=C1C1=NC(=NC=C1)N[C@@H]1CNCCC1)NS(=O)(=O)C1=CC=C(C=C1)OC(F)(F)F (S)-N-(2,3-difluoro-4-((3-(2-(piperidin-3-ylamino)pyrimidin-4-yl)pyridin-2-yl)oxy)phenyl)-4-(trifluoromethoxy)benzenesulfonamide